COC1=C(C(=O)NC2=CC(=CC=C2)[C@H](C)SC2=NN=CN2C)C=CC=C1C(F)(F)F (S)-2-Methoxy-N-(3-(1-((4-methyl-4H-1,2,4-triazol-3-yl)thio)ethyl)phenyl)-3-(trifluoromethyl)benzamide